OC1=C(C=CC=C1)C=1C=C2N3CCN(C[C@@H]3CNC2=NN1)C1=NC=C(C=N1)C1CCN(CC1)C1CC2(C1)CCC(CC2)C(=O)O 2-[4-[2-[(10S)-4-(2-hydroxyphenyl)-1,5,6,8,12-pentazatricyclo[8.4.0.02,7]tetradeca-2,4,6-trien-12-yl]pyrimidin-5-yl]-1-piperidyl]spiro[3.5]nonane-7-carboxylic acid